2-(2-fluoroethyl)-2H-indazole-6-carbaldehyde FCCN1N=C2C=C(C=CC2=C1)C=O